C(CCCCCCCCCCCCCCCCC)(=O)OCC(OC(CCCCCCCCCCCCCCCCC)=O)COC(CCCCCCCCCCCCCCCCC)=O glycerol tri(stearate)